5-[(5-chloro-2-fluoro-pyrimidin-4-yl)amino]-3-(3-hydroxy-3-methyl-butyl)-1-methyl-benzimidazol-2-one ClC=1C(=NC(=NC1)F)NC1=CC2=C(N(C(N2CCC(C)(C)O)=O)C)C=C1